C[C@@]12CCC3[C@@]([C@H]1CC=C4[C@]2(CC[C@@]5([C@@H]4CC(CC5)(C)C)C(=O)O)C)(C[C@H]([C@H](C3(C)C)O)O)C 2α,3α-dihydroxyolean-12-en-28-oic acid